N1CC(=CC=C1)C=O dihydro-pyridine-3-carbaldehyde